5-(1,2,4-triazin-5-ylamino)-6-(4-methoxyphenyl)-2,3-diphenylpyrazolo[1,5-a]pyrimidin-7(4H)-one N1=NC=NC(=C1)NC=1NC=2N(C(C1C1=CC=C(C=C1)OC)=O)N=C(C2C2=CC=CC=C2)C2=CC=CC=C2